tert-butyl 2-(4-(3-(2-(2,6-dioxopiperidin-3-yl)-1-oxoisoindolin-5-yl)-2-oxoimidazolidin-1-yl)phenyl)pyrrolidine-1-carboxylate O=C1NC(CCC1N1C(C2=CC=C(C=C2C1)N1C(N(CC1)C1=CC=C(C=C1)C1N(CCC1)C(=O)OC(C)(C)C)=O)=O)=O